8-methyl-2-([(2R)-4-methylmorpholin-2-yl]methyl)-4,5-dihydro-2H-furo[2,3-g]indazole-7-carboxylic acid CC1=C(OC=2CCC3=CN(N=C3C21)C[C@H]2CN(CCO2)C)C(=O)O